1-(2,4'-dicyano-3'-fluoro-[1,1'-Biphenyl]-3-yl)piperidin-4-ylcarbamic acid tert-butyl ester C(C)(C)(C)OC(NC1CCN(CC1)C=1C(=C(C=CC1)C1=CC(=C(C=C1)C#N)F)C#N)=O